COC1=CC=C2C(=N1)C(=CN2C(=O)OC(C)(C)C)CC#N tert-Butyl 5-methoxy-3-(cyanomethyl)-1H-pyrrolo[3,2-b]pyridine-1-carboxylate